ClC=1C=C(C(=NC1)OC)N[C@@H](C)C1=CC=C(S1)C(=O)N[C@H](C(=O)N[C@H]1C(C1)(F)F)CC1CCCC1 (2S)-2-({5-[(1S)-1-[(5-chloro-2-methoxypyridin-3-yl)amino]ethyl]thiophen-2-yl}formamido)-3-cyclopentyl-N-[(1R)-2,2-difluorocyclopropyl]propanamide